9-(4-chloro-2-fluoro-phenyl)-7-[2-(1-cyclopropyl-6-keto-3-pyridyl)tetrahydropyran-4-yl]-2,3-dimethyl-pyrazino[1,2-a]pyrimidin-4-one ClC1=CC(=C(C=C1)C1=NC(=CN2C1=NC(=C(C2=O)C)C)C2CC(OCC2)C2=CN(C(C=C2)=O)C2CC2)F